OC1=CC=C(C=C1)N(C(=O)C1=C(N(C(=C1)C1=C(C=CC=C1)C(=O)N1CC2=CC=CC=C2C[C@H]1CN1CCOCC1)C)C)CC1=C(C(=CC=C1)OC)C N-(4-hydroxyphenyl)-N-[(3-methoxy-2-methyl-phenyl)methyl]-1,2-dimethyl-5-[2-[(3S)-3-(morpholinomethyl)-3,4-dihydro-1H-isoquinoline-2-carbonyl]phenyl]pyrrole-3-carboxamide